S(N)(=O)(=O)C1=CN(C=2CC(CCC12)C(=O)OC)S(=O)(=O)C1=CC=C(C)C=C1 methyl 3-sulfamoyl-1-tosyl-4,5,6,7-tetrahydro-1H-indole-6-carboxylate